titanium(III) iodide [I-].[Ti+3].[I-].[I-]